C1=CC=C2C(=C1)C=C(N2)CCN indolethylamine